ClC1=CC(=C(C=C1)CC(=O)NC1=CC(=NC=C1)N(C(C)=O)C1=CC=C(C=C1)F)C(F)(F)F N-(4-{2-[4-chloro-2-(trifluoromethyl)phenyl]acetamido}pyridin-2-yl)-N-(4-fluorophenyl)acetamide